C(C)C1CS(C2=C(N(C1)C1=CC=CC=C1)C=C(C(=C2)O/C=C/C(=O)OC(C)(C)C)SC)(=O)=O tert-butyl (E)-3-((3-ethyl-7-(methylthio)-1,1-dioxido-5-phenyl-2,3,4,5-tetrahydro-1,5-benzothiazepin-8-yl)oxy)acrylate